NC([C@H](C[C@H]1C(NCC1)=O)NC(=O)[C@H]1N(C[C@H]2[C@@H]1CCC2)C(=O)OC(C)(C)C)=O tert-butyl (1S,3aR,6aS)-1-(((S)-1-amino-1-oxo-3-((S)-2-oxopyrrolidin-3-yl)propan-2-yl)carbamoyl)hexahydrocyclopenta[c]pyrrole-2(1H)-carboxylate